CN1C(=NC(=C1)C)CNS(=O)C(C)(C)C N-[(1,4-dimethylimidazol-2-yl)methyl]-2-methylpropan-2-sulfinamide